(3R,5S)-Benzyl 3-(benzyloxy)-5-methyl-4-oxopiperidine-1-carboxylate C(C1=CC=CC=C1)O[C@@H]1CN(C[C@@H](C1=O)C)C(=O)OCC1=CC=CC=C1